3-(1-oxo-5-(((1S,2S)-2-(3-(6-(trifluoromethyl)pyridin-3-yl)azetidin-1-yl)cyclohexyl)-oxy)isoindolin-2-yl)piperidine-2,6-dione O=C1N(CC2=CC(=CC=C12)O[C@@H]1[C@H](CCCC1)N1CC(C1)C=1C=NC(=CC1)C(F)(F)F)C1C(NC(CC1)=O)=O